Methyl 2-amino-3-(2-hydroxy-5-methylphenyl)propanoate TFA salt OC(=O)C(F)(F)F.NC(C(=O)OC)CC1=C(C=CC(=C1)C)O